(R)-2-chloro-3-hydroxy-7-isopropyl-11-oxo-6,7-dihydro-11H-dipyrido[1,2-d:2',3'-f][1,4]oxazepine-10-carboxylic acid ClC=1C(=CC2=C(C=3N([C@@H](CO2)C(C)C)C=C(C(C3)=O)C(=O)O)N1)O